(rac)-benzyl trans-3-azido-1-(N-(pyridin-2-yl)sulfamoyl)-4-(3-(4,4,5,5-tetramethyl-1,3,2-dioxaborolan-2-yl)propyl)pyrrolidine-3-carboxylate N(=[N+]=[N-])[C@@]1(CN(C[C@H]1CCCB1OC(C(O1)(C)C)(C)C)S(NC1=NC=CC=C1)(=O)=O)C(=O)OCC1=CC=CC=C1 |r|